C(C)(C)(C)[C@H]1CC[C@H](CC1)NC(C1=CC(=CC(=C1)NC(=O)[C@@H]1CC[C@@H](CC1)C(C)(C)C)NC(=O)[C@@H]1CC[C@@H](CC1)C(C)(C)C)=O N-(cis-4-tert-Butylcyclohexyl)-3,5-bis-[cis-4-tert-butylcyclohexylcarbonylamino]-benzamid